2-((5-(2-(spiro[2.5]octan-6-yloxy)pyrimidin-4-yl)thiazol-2-yl)amino)pyrimidine-5-carbaldehyde C1CC12CCC(CC2)OC2=NC=CC(=N2)C2=CN=C(S2)NC2=NC=C(C=N2)C=O